ClC1=CC=C(C(=N1)C)N[C@H](C)C=1C=C(C=C2C(C(=C(OC12)C=1C=CC(NC1)=O)C)=O)C 5-[8-[(1R)-1-[(6-Chloro-2-methyl-3-pyridyl)amino]ethyl]-3,6-dimethyl-4-oxo-chromen-2-yl]-1H-pyridin-2-one